3-methyl-5-allyloxy-1,3-hexadienephosphonate CC(C=CP([O-])(=O)[O-])=CC(C)OCC=C